CN(CCCNC(C1=CC=C(C=C1)C1=NNC2=NC(=CC=C21)C2=C(C(=CC=C2)OC)F)=O)C N-[3-(dimethylamino)propyl]-4-[6-(2-fluoro-3-methoxy-phenyl)-1H-pyrazolo[3,4-b]pyridin-3-yl]benzamide